(R or S)-2-(1-methyl-1H-pyrazol-4-yl)-N-((R)-phenyl((R)-1,2,3,4-tetrahydropyrido[2,3-b]pyrazin-3-yl)methyl)propan-1-amine CN1N=CC(=C1)[C@H](CN[C@@H]([C@H]1CNC2=C(N1)N=CC=C2)C2=CC=CC=C2)C |o1:6|